sodium (3-(5-(3-((4-((2-amino-3-chloropyridin-4-yl)oxy)-3-fluorophenyl)-carbamoyl)-4-ethoxy-2-oxopyridin-1(2H)-yl)-2-fluorophenoxy)propane-1,1-diyl)bis(phosphonate) NC1=NC=CC(=C1Cl)OC1=C(C=C(C=C1)NC(=O)C=1C(N(C=CC1OCC)C=1C=CC(=C(OCCC(P([O-])([O-])=O)P([O-])([O-])=O)C1)F)=O)F.[Na+].[Na+].[Na+].[Na+]